NC=1C(=C2N(N=C(C(=C2)C)C2=CCCCC2)C1C1=C(C(=CC=C1C)OC)C)C#N 6-amino-2-(cyclohex-1-en-1-yl)-7-(3-methoxy-2,6-dimethylphenyl)-3-methylpyrrolo[1,2-b]pyridazine-5-carbonitrile